C(C)(C)(C)C=1C=C(C=C(C1O)C(C)(C)C)C1C(C(OC2=CC=C(C=C12)OC)(O)C1=CC=CC=C1)(F)F 4-(3,5-di-tert-butyl-4-hydroxyphenyl)-3,3-difluoro-6-methoxy-2-phenylchroman-2-ol